S[S] Sulfanyl-sulfur